ClC=1C=C(N)C=CC1CCSC 3-chloro-4-[2-(methylsulfanyl)ethyl]aniline